C1=CC=CC2=NC=3C(C(C=CC3N=C12)=O)=O phenazine-6,7-dione